2-bromo-1-(p-methoxyphenyl)ethan-1-one BrCC(=O)C1=CC=C(C=C1)OC